5-(difluoromethyl)-7-(6-fluoropyridin-3-yl)-5H-pyrido[4,3-b]indole FC(N1C2=C(C=3C=CC(=CC13)C=1C=NC(=CC1)F)C=NC=C2)F